C(C)(C)(C1=CC(=C(C=C1)O)C(C)(C)C)C1=CC(=C(C=C1)O)C(C)(C)C 4,4'-isopropylidenebis-(2-tert-butylphenol)